C[C@]1(OC[C@@H](C1=O)O)O (2R,4S)-2-methyl-2,4-dihydroxydihydrofuran-3-one